ClC1=C(C=C(C=C1)F)[C@@H]([C@@H](C)C=1N(C(C(=C(N1)C(=O)NC=1C=NOC1)O)=O)C)C=1C=NN(C1)CCOC(F)(F)F 2-((1S,2R)-1-(2-chloro-5-fluorophenyl)-1-(1-(2-(trifluoromethoxy)ethyl)-1H-pyrazol-4-yl)propan-2-yl)-5-hydroxy-N-(isoxazol-4-yl)-1-methyl-6-oxo-1,6-dihydropyrimidine-4-carboxamide